Cl.N[C@H]1CN(CC[C@H]1O)C(=O)C1=CC2=C(N(C(=N2)C=2N(C3=CC=CC=C3C2)CC2CC2)C)C=C1 (3S,4R)-3-amino-1-{2-[1-(cyclopropylmethyl)-1H-indol-2-yl]-1-methyl-1H-1,3-benzodiazole-5-carbonyl}piperidin-4-ol hydrochloride salt